O=C1N(CCC(N1)=O)C1=C(C=C(C=C1)C1CC2(CN(C2)CC2=CC(=C(C=C2)C=2C(=NC(=NC2)C2=NOC(=C2)C(=O)O)C)F)C1)F 3-(5-(4-((6-(4-(2,4-dioxotetrahydropyrimidin-1(2H)-yl)-3-fluorophenyl)-2-azaspiro[3.3]heptan-2-yl)methyl)-2-fluorophenyl)-4-methylpyrimidin-2-yl)isoxazole-5-carboxylic acid